ClC1=C2C[C@@H]([C@H](C2=CC(=C1)Cl)OC1=CC=CC=C1)N1CCNCC1 4-[[(1S,2S)-4,6-dichloro-2-(piperazin-1-yl)-2,3-dihydro-1H-inden-1-yl]oxy]benzene